C(CCC)C1=NC2(C(N1CC1=CC(=C(C=C1)C=1C(=CC=CC1)S(=O)(=O)N(COC)C1=NOC(=C1Cl)C)CO)=O)CCCC2 4'-((2-butyl-4-oxo-1,3-diazaspiro[4.4]non-1-en-3-yl)methyl)-N-(4-chloro-5-methylisoxazol-3-yl)-2'-(hydroxymethyl)-N-(methoxymethyl)-[1,1'-biphenyl]-2-sulfonamide